FC=1C(=C(C=C(C1)CC(C)C)N1CCN(CC1)CC1=CC=C(C=N1)C#N)C=1N=NNN1 6-[[4-[3-fluoro-5-isobutyl-2-(2H-tetrazol-5-yl)phenyl]piperazin-1-yl]-methyl]pyridine-3-carbonitrile